(S)-3-(3-chloro-4-fluorophenyl)-1-(2-hydroxyethyl)-1-(1-(1-oxo-1,2-dihydroisoquinolin-4-yl)ethyl)urea ClC=1C=C(C=CC1F)NC(N([C@@H](C)C1=CNC(C2=CC=CC=C12)=O)CCO)=O